C(C(=O)O)(=O)O.S1C2=C(C=C1)C(=CC=C2)N2CCN(CC2)CCCCN2C(N1C(CC2=O)CCC1)=O 2-[4-(4-Benzo[b]thiophen-4-yl-piperazin-1-yl)-butyl]-tetrahydro-pyrrolo[1,2-c]pyrimidine-1,3-dione oxalate